N-(4-((6-methoxy-5-(1-methyl-1H-pyrazol-3-yl)pyridin-2-yl)amino)-5-(methoxymethyl)pyridin-2-yl)acetamide COC1=C(C=CC(=N1)NC1=CC(=NC=C1COC)NC(C)=O)C1=NN(C=C1)C